5-formyl-2-thiopheneboronic acid C(=O)C1=CC=C(S1)B(O)O